bis(trifluoromethylsulfonyl)-amide FC(S(=O)(=O)[N-]S(=O)(=O)C(F)(F)F)(F)F